(R)-2-(5-ethyl-3-fluoro-2-methoxyphenyl)-2-((R)-3-((5-(4-methoxy-3-methyl-5,6,7,8-tetrahydro-1,8-naphthyridin-2-yl)pentyl)oxy)pyrrolidin-1-yl)acetic acid C(C)C=1C=C(C(=C(C1)[C@H](C(=O)O)N1C[C@@H](CC1)OCCCCCC1=NC=2NCCCC2C(=C1C)OC)OC)F